O=C1NC2=C(N1C=1C=C3C=CN(C(C3=CC1)=O)C1=CC=C(C=C1)C(F)(F)F)C=CC=C2 6-(2-oxo-2,3-dihydro-1H-benzo[d]imidazol-1-yl)-2-(4-(trifluoromethyl)phenyl)isoquinolin-1(2H)-one